C1(C(C=CC2=CC=CC=C12)=O)=O 2-naphthoquinone